(4,5-3H)-L-lysine N[C@@H](CC(C(CN)[3H])[3H])C(=O)O